Tert-butyl 5-(2-(1-(3-cyano-5-fluorophenyl)-1H-pyrazol-4-yl)propanamido)-3-cyclopropyl-1H-pyrazole-1-carboxylate C(#N)C=1C=C(C=C(C1)F)N1N=CC(=C1)C(C(=O)NC1=CC(=NN1C(=O)OC(C)(C)C)C1CC1)C